BrC1=CC2=C(N=C(N=C2N[C@H](C)C2=C(C(=CC=C2)C(C(C)(O[Si](CC)(CC)CC)C)(F)F)F)C)N=C1C 6-bromo-N-[(1R)-1-(3-{1,1-difluoro-2-methyl-2-[(triethylsilyl)oxy]propyl}-2-fluorophenyl)ethyl]-2,7-dimethylpyrido[2,3-d]pyrimidin-4-amine